C1(CC1)S(=O)(=O)N1N=CC2=C(C=CC=C12)NC1=NC=C(C(=N1)NC)C(F)(F)F N2-(1-(cyclopropylsulfonyl)-1H-indazol-4-yl)-N4-methyl-5-(trifluoromethyl)pyrimidine-2,4-diamine